N1=CNC2=NC=CC(=C21)C=2C=NN(C2)C2=CC=C(C=N2)CC(CCC(F)(F)F)(O)C (6-(4-(3H-imidazo[4,5-b]pyridin-7-yl)-1H-pyrazol-1-yl)pyridin-3-yl)-5,5,5-trifluoro-2-methylpentan-2-ol